1-(3-isopropyl-2-(8-methoxy-[1,2,4]triazolo[1,5-a]pyridin-6-yl)-1H-pyrrolo[2,3-c]pyridin-5-yl)-N-(tetrahydro-2H-pyran-4-yl)piperidin-4-amine C(C)(C)C1=C(NC2=CN=C(C=C21)N2CCC(CC2)NC2CCOCC2)C=2C=C(C=1N(C2)N=CN1)OC